FC(OC1=NC2=CC(=CC(=C2N=C1)C=1SC(=CN1)C1=C(C=CC=C1F)O)C)F 2-(2-(2-(difluoromethoxy)-7-methylquinoxalin-5-yl)thiazol-5-yl)-3-fluorophenol